N1N=CNC1=O 1,2,4-triazol-5(4H)-one